7-(5-(4-(benzo[d]thiazol-2-yl)phenoxy)pentyloxy)-4-methyl-2H-benzopyran-2-one S1C(=NC2=C1C=CC=C2)C2=CC=C(OCCCCCOC1=CC3=C(C(=CC(O3)=O)C)C=C1)C=C2